4-chloro-6-(cyclopentyloxy)-N-[2-(1H-indol-3-yl)ethyl]Pyrimidin-2-amine ClC1=NC(=NC(=C1)OC1CCCC1)NCCC1=CNC2=CC=CC=C12